isopropyl (4-(3-chloro-4-(2-chloro-3-(6-methoxy-5-(((((S)-5-oxopyrrolidin-2-yl)methyl)amino)methyl)pyridin-2-yl)phenyl)pyridin-2-yl)-2-methoxybenzyl)-D-alaninate ClC=1C(=NC=CC1C1=C(C(=CC=C1)C1=NC(=C(C=C1)CNC[C@H]1NC(CC1)=O)OC)Cl)C1=CC(=C(CN[C@H](C)C(=O)OC(C)C)C=C1)OC